2-(diethylamino)-N-(2,3-dimethylphenyl)acetamide C(C)N(CC(=O)NC1=C(C(=CC=C1)C)C)CC